COC=1C=C(C=CC1OC)[C@@H](CN1C(=C(C(C=C1)=O)O)C)O (S)-1-(2-(3,4-dimethoxyphenyl)-2-hydroxyethyl)-3-hydroxy-2-methylpyridin-4(1H)-one